ClC=1C=C(C=CC1F)C(C=1NC(=C(N1)S(=O)(=O)C)C)OCC1CC(C1)(C)C 2-[(3-chloro-4-fluorophenyl)-[(3,3-dimethylcyclobutyl)methoxy]methyl]-5-methyl-4-methylsulfonyl-1H-imidazole